CC1(OC2=C(C(N1)=O)C=C(C=C2)N)C 2,2-dimethyl-6-amino-2H-benzo[e][1,3]oxazin-4(3H)-one